1,3,5-trihydroxyadamantane OC12CC3(CC(CC(C1)C3)(C2)O)O